Methyl-butyl-Silane C[SiH2]CCCC